((2,6-diethyl-3,4-dihydroquinolin-1(2H)-yl) sulfonyl)-2-vinylbenzyl acetate C(C)(=O)OC(C1=C(C=CC=C1)C=C)S(=O)(=O)N1C(CCC2=CC(=CC=C12)CC)CC